ClC=1C=CC=2N(C(N=C(C2N1)N1C[C@H](N(C[C@@H]1CC)C(CCNC(OC)=O)C1=CC=C(C=C1)C(F)(F)F)CC)=O)C methyl (3-((2R,5S)-4-(6-chloro-1-methyl-2-oxo-1,2-dihydropyrido[3,2-d]pyrimidin-4-yl)-2,5-diethylpiperazin-1-yl)-3-(4-(trifluoromethyl) phenyl)propyl)carbamate